C1(CC1)C=1N=CC=2C=C3C(=C(C2C1)S(=O)(=O)NCC(C)(C)F)C[C@@H](C3)NC=3C=NC(=CC3)F (7R)-3-cyclopropyl-N-(2-fluoro-2-methylpropyl)-7-[(6-fluoropyridin-3-yl)amino]-7,8-dihydro-6H-cyclopenta[g]isoquinoline-5-sulfonamide